CSC=1C=C(C=CC1C1(C(C(=C(C2=CC=CC=C12)N)\N=N\[H])N)S(=O)(=O)O)C1=CC(=C(C=C1)C1(C(C(=C(C2=CC=CC=C12)N)\N=N\[H])N)S(=O)(=O)O)SC 1,1'-(3,3'-dimethylthio[1,1'-biphenyl]-4,4'-diyl)bis{2,4-diamino-3-[(E)-diazenyl]naphthalene-1-sulfonic acid}